C(CCCCCCC\C=C/C\C=C/CCCCC)(=O)OCCCCC(OC(NCCN(C(OC(C)(C)C)=O)CCN(C)C)=O)CCCCOC(CCCCCCC\C=C/C\C=C/CCCCC)=O 5-[2-(dimethylamino) ethyl]-11-(4-{[(10Z,12Z)-1-oxooctadeca-9,12-dienyl] oxy} butyl)-2,2-dimethyl-4,9-dioxo-5,8-diaza-3,10-dioxapentadecan-15-yl (10Z,12Z)-octadeca-9,12-dienoate